Capronitril C(CCCCC)#N